C(CCC)[Sn](C=CC)(CCCC)CCCC tri-n-butyl-(1-propenyl)tin